6-(5-hydroxy-2,3-dihydro-1H-isoindol-2-yl)-2-methyl-2,3-dihydropyridazin-3-one OC=1C=C2CN(CC2=CC1)C=1C=CC(N(N1)C)=O